CN(C(=O)C1CC1)[C@H](C(F)(F)F)C1=CC=C(C=C1)C1CC(C2=C1C=NC=1N2N=C(C1)F)(C)C N-methyl-N-((1S)-2,2,2-trifluoro-1-(4-(2-fluoro-8,8-dimethyl-7,8-dihydro-6H-cyclopenta[e]pyrazolo[1,5-a]pyrimidin-6-yl)phenyl)ethyl)cyclopropanecarboxamide